3,4-bis(4-hydroxyphenyl)hexane OC1=CC=C(C=C1)C(CC)C(CC)C1=CC=C(C=C1)O